1-(4-bromo-2-methyl-phenyl)sulfonyl-5-fluoro-3,7-dimethyl-indoline BrC1=CC(=C(C=C1)S(=O)(=O)N1CC(C2=CC(=CC(=C12)C)F)C)C